BrC1=C(N=C(S1)C(=O)N1C2CCCC1CC2)C2=CC(=C(C=C2)C#N)F 8-(5-bromo-4-(4-cyano-3-fluorophenyl)thiazole-2-carbonyl)-8-azabicyclo[3.2.1]octane